ONC(CCCCCCNC(=O)C=1C=NC(=NC1)NC1COC2=C1C=CC=C2Cl)=O N-(7-(hydroxyamino)-7-oxoheptyl)-2-((7-chloro-2,3-dihydrobenzofuran-3-yl)amino)pyrimidine-5-carboxamide